(1S,4S)-2-(4-chlorophenyl)-5-methyl-2,5-diazabicyclo[2.2.1]heptane ClC1=CC=C(C=C1)N1[C@@H]2CN([C@H](C1)C2)C